[Si](C)(C)(C(C)(C)C)O[C@H]1C[C@@H](N([C@@H]1C=C)C(=O)C1CC1)C(=O)OC methyl (2R,4S,5R)-4-((tert-butyldimethylsilyl)oxy)-1-(cyclopropanecarbonyl)-5-vinylpyrrolidine-2-carboxylate